N1=CC=C(C=C1)C1=CNC2=CN=CC=C21 3-(pyridin-4-yl)-1H-pyrrolo[2,3-c]pyridine